piperidine-1-ylbutanoic acid N1(CCCCC1)C(C(=O)O)CC